5-fluoro-1H-indole-1-carboxylic acid tert-butyl ester C(C)(C)(C)OC(=O)N1C=CC2=CC(=CC=C12)F